N=1C=C(N2C1C=CC=C2)NC(=O)N2CC1=CC=C(C=C1CC2)C2=CC=CC=C2 N-(imidazo[1,2-a]pyridin-3-yl)-6-phenyl-3,4-dihydroisoquinoline-2(1H)-carboxamide